OC[C@H](C1=CC=CC=C1)NC1=CC(=NC=C1C1=NC(=NO1)C12CCN(CC1)CC2)NC2=CC=C1C(=N2)N(N(C1=O)C)C(C)C (S)-6-((4-((2-hydroxy-1-phenylethyl)amino)-5-(3-(quinuclidin-4-yl)-1,2,4-oxadiazol-5-yl)pyridin-2-yl)amino)-1-isopropyl-2-methyl-1,2-dihydro-3H-pyrazolo[3,4-b]pyridin-3-one